2-hydroxy-5-(6-((6-(methoxy-d3)pyridin-2-yl)amino)-6-oxohexanamido)benzoic acid OC1=C(C(=O)O)C=C(C=C1)NC(CCCCC(=O)NC1=NC(=CC=C1)OC([2H])([2H])[2H])=O